ClC1=CC(=C(C=C1)C1=CC(=CN2C1=NC(=CC2=O)C)N2C[C@@H](OCC2)C=2C=NN(C2)C)F 9-(4-chloro-2-fluoro-phenyl)-2-methyl-7-[(2S)-2-(1-methylpyrazol-4-yl)morpholino]pyrido[1,2-a]pyrimidin-4-one